1-(4-methoxy-1H-benzimidazol-2-yl)methanamine hydrogen chloride Cl.COC1=CC=CC=2NC(=NC21)CN